2,7-dibromo-9-hexyl-9-(3-aminopropyl)fluorene BrC1=CC=2C(C3=CC(=CC=C3C2C=C1)Br)(CCCN)CCCCCC